C(C)C1=C(C=C(C=C1)C(F)(F)F)O 2-ethyl-5-(trifluoromethyl)phenol